Cl.BrC=1C=CC2=C([C@@H](CO2)NC)C1 (S)-5-bromo-N-methyl-2,3-dihydrobenzofuran-3-amine hydrochloride